CC1=NC(=NO1)CO[C@@H]1C[C@@H](NCC1)C 5-methyl-3-[[(2S,4S)-2-methyl-4-piperidyl]oxymethyl]-1,2,4-oxadiazole